3-{[(4-cyanophenyl)carbamoyl]amino}-3-(4-ethylphenyl)propionic acid C(#N)C1=CC=C(C=C1)NC(=O)NC(CC(=O)O)C1=CC=C(C=C1)CC